ClC=1C=C(C(=NC1)N1CC(N(C2(CC(C2)C(=O)N)C1=O)CC1=CC=C(C=C1)C(F)(F)F)=O)C 8-(5-chloro-3-methyl-pyridin-2-yl)-6,9-dioxo-5-(4-(trifluoromethyl)benzyl)-5,8-diazaspiro[3.5]nonane-2-carboxamide